8-((2R,3S)-2-methyl-3-((methylsulfonyl)methyl)azetidin-1-yl)isoquinolin-3-amine C[C@H]1N(C[C@@H]1CS(=O)(=O)C)C=1C=CC=C2C=C(N=CC12)N